CON(C(C(C)C1=NOC(=N1)C)=O)C N-methoxy-N-methyl-2-(5-methyl-1,2,4-oxadiazol-3-yl)propanamide